(S)-methyl 5-fluoro-4-(5-methylpyridin-2-yl)-2-((1,1,1-trifluoropropan-2-yl)oxy)benzoate FC=1C(=CC(=C(C(=O)OC)C1)O[C@H](C(F)(F)F)C)C1=NC=C(C=C1)C